3-fluoro-5-(1-(4-fluorophenyl)-5-methyl-1H-pyrazol-4-yl)benzyl-carbamic acid tert-butyl ester C(C)(C)(C)OC(NCC1=CC(=CC(=C1)C=1C=NN(C1C)C1=CC=C(C=C1)F)F)=O